COC(=O)C=1C(=C(C(=O)C2=CC=C(C=C2)C(=O)OOC(C)(C)C)C=CC1C(=O)OOC(C)(C)C)C(=O)OC bis(methoxycarbonyl)-4,4'-bis(t-butylperoxycarbonyl)benzophenone